CC(C)(C)C1=CN=C(O1)CSC1=CN=C(S1)NC(=O)C1CCNCC1 N-(5-(((5-(1,1-Dimethylethyl)-2-oxazolyl)methyl)thio)-2-thiazolyl)-4-piperidinecarboxamide